diethoxytetraphenyl-benzene C(C)OC1=C(C(=C(C(=C1C1=CC=CC=C1)C1=CC=CC=C1)C1=CC=CC=C1)C1=CC=CC=C1)OCC